phosphonous dichloride P(Cl)Cl